methyl (R)-4-((1-(3-(difluoromethyl)-2-fluorophenyl) ethyl) amino)-6-(1-(fluoromethyl) cyclopropyl)-2-methyl-7-oxo-6,7-dihydropyrido[4,3-d]pyrimidine-8-carboxylate FC(C=1C(=C(C=CC1)[C@@H](C)NC=1C=2C(N=C(N1)C)=C(C(N(C2)C2(CC2)CF)=O)C(=O)OC)F)F